NC1=NC=CC=C1S(=O)(=O)NC(=O)C=1C(=NC(=CC1)C1=CC(=C(C(=C1)C)O)C)N1C(C[C@@H](C1)C)(C)C N-[(2-Amino-3-pyridyl)sulfonyl]-6-(4-hydroxy-3,5-dimethylphenyl)-2-[(4S)-2,2,4-trimethylpyrrolidin-1-yl]pyridin-3-carboxamid